2-[6-amino-5-[8-[2-[3-[4-(hydroxymethyl)-1-piperidinyl]prop-1-ynyl]-4-pyridinyl]-3,8-diazabicyclo[3.2.1]oct-3-yl]pyridazin-3-yl]phenol NC1=C(C=C(N=N1)C1=C(C=CC=C1)O)N1CC2CCC(C1)N2C2=CC(=NC=C2)C#CCN2CCC(CC2)CO